5-chloro-6-fluoro-4-(8-fluoro-2-(((2R,7aS)-2-fluorotetrahydro-1H-pyrrolizin-7a(5H)-yl)methoxy)-4-((2-hydroxyethyl)amino)-5-methoxypyrido[4,3-d]pyrimidin-7-yl)naphthalen-2-ol ClC1=C2C(=CC(=CC2=CC=C1F)O)C1=C(C=2N=C(N=C(C2C(=N1)OC)NCCO)OC[C@]12CCCN2C[C@@H](C1)F)F